COC(C=CC=CC1=CC=C(C=C1)O)=O 5-(4-hydroxyphenyl)penta-2,4-dienoic acid methyl ester